2-((3R,4S)-3-amino-4-fluoro-1-piperidinyl)-1-(2-(1-azetidinyl)-2-oxoethyl)-1H-benzimidazole-6-carbonitrile N[C@@H]1CN(CC[C@@H]1F)C1=NC2=C(N1CC(=O)N1CCC1)C=C(C=C2)C#N